tert-butyl (S)-6-(2-(dimethylamino)ethoxy)-8-((tetrahydrofuran-3-yl)amino)-3,4-dihydroisoquinoline-2(1H)-carboxylate CN(CCOC=1C=C2CCN(CC2=C(C1)N[C@@H]1COCC1)C(=O)OC(C)(C)C)C